2,7-dihydroxy-9,9-dimethylfluorene OC1=CC=2C(C3=CC(=CC=C3C2C=C1)O)(C)C